C(CCCCCCC)OC(CCC1=CC(=C(C(=C1)N1N=C2C(=N1)C=CC(=C2)Cl)O)C(C)(C)C)=O n-octyl-3-[3-tert-butyl-4-hydroxy-5-(5-chloro-2H-benzotriazol-2-yl) phenyl]Propionate